C1(=CC=CC=C1)S(=O)(=O)N1C(=CC=2C1=NC=CC2B2OC(C(O2)(C)C)(C)C)C 1-(Benzenesulfonyl)-2-methyl-4-(4,4,5,5-tetramethyl-1,3,2-dioxaborolan-2-yl)pyrrolo[2,3-b]pyridine